5-(tert-butyl)-N-(2-methyl-4-(3-(2-(N-methylacrylamido)ethoxy)pyridin-4-yl)benzyl)isoxazole-3-carboxamide C(C)(C)(C)C1=CC(=NO1)C(=O)NCC1=C(C=C(C=C1)C1=C(C=NC=C1)OCCN(C(C=C)=O)C)C